2,6-difluoro-benzotrifluoride FC1=C(C(=CC=C1)F)C(F)(F)F